C[Si](O[Si](C)(C)C)(O[Si](C)(C)C)CCCOCCC[Si](O[Si](C)(C)C)(C)O[Si](C)(C)C mono(3-(1,3,3,3-tetramethyl-1-((trimethylsilyl)oxy)disiloxanyl)propyl)ether